2-fluoro-5-(2-hydroxypropan-2-yl)benzenesulfonamide FC1=C(C=C(C=C1)C(C)(C)O)S(=O)(=O)N